(R)-6-bromo-N-(2-(2-fluoro-3-hydroxy-3-methylbutyl)-6-morpholino-1-oxoisoindolin-5-yl)pyrazolo[1,5-a]pyrimidine-3-carboxamide BrC=1C=NC=2N(C1)N=CC2C(=O)NC=2C=C1CN(C(C1=CC2N2CCOCC2)=O)C[C@H](C(C)(C)O)F